FC(C(=O)O)(F)F.C(CC)OC(CCCCC)=O hexanoic acid n-propyl ester trifluoroacetate